ClC=1C=C2C3=C(N(C2=C(C1)C=1C=NC(=C(C1)F)OC)CC(F)(F)F)C=NC=C3 6-Chloro-8-(5-fluoro-6-methoxy-pyridin-3-yl)-9-(2,2,2-trifluoro-ethyl)-9H-pyrido[3,4-b]indole